m-phenylene-bis(triphenylbenzenedicarboxylic acid) C1(=CC(=CC=C1)C1=C(C(=C(C(=C1C1=CC=CC=C1)C1=CC=CC=C1)C1=CC=CC=C1)C(=O)O)C(=O)O)C1=C(C(=C(C(=C1C1=CC=CC=C1)C1=CC=CC=C1)C1=CC=CC=C1)C(=O)O)C(=O)O